C[C@@H]1N[C@@H](CC(C1)N1C(C2=C(N=C(N=C2)C2=CC3=CN(N=C3C(=C2O)C)C)C=C1)=O)C 6-[(2S,6R)-2,6-dimethyl-4-piperidyl]-2-(6-hydroxy-2,7-dimethyl-indazol-5-yl)pyrido[4,3-d]pyrimidin-5-one